C(C)(=O)N1CC(C=2C1=CN=CC2)=O 1-acetyl-1,2-dihydro-3H-pyrrolo[2,3-c]pyridin-3-one